The molecule is a prostaglandins E. It derives from a prostaglandin E1. It is a conjugate acid of a 15-dehydro-prostaglandin E1(1-). CCCCCC(=O)/C=C/[C@H]1[C@@H](CC(=O)[C@@H]1CCCCCCC(=O)O)O